ClC1=NC=CC=C1S(=O)(=O)NCC1(CCC1)O 2-Chloro-N-[(1-hydroxycyclobutyl)methyl]pyridine-3-sulfonamide